COC1=NC=CC=C1C1(C(N(CCC1)C(=O)OCC1=CC=CC=C1)=O)C(=O)OC 1-benzyl 3-methyl 3-(2-methoxypyridin-3-yl)-2-oxopiperidine-1,3-dicarboxylate